CN(C/C=C/C(=O)N1CC2=C(C3=C(N=CN=C3NC3=CC(=C(C=C3)OC3=CC=4N(C=C3)N=C(N4)C)C)S2)CC1)C (E)-4-(dimethylamino)-1-(4-((3-methyl-4-((2-methyl-[1,2,4]triazolo[1,5-a]pyridin-7-yl)oxy)phenyl)amino)-5,6-dihydropyrido[4',3':4,5]thieno[2,3-d]pyrimidin-7(8H)-yl)but-2-en-1-one